(1S,3S,4S)-N-((S)-1-cyano-2-((S)-2-oxopyrrolidin-3-yl)ethyl)-2-((S)-3-cyclobutyl-2-(2,2,2-trifluoroacetamido)propanoyl)-5,5-difluoro-2-azabicyclo[2.2.2]octane-3-carboxamide C(#N)[C@H](C[C@H]1C(NCC1)=O)NC(=O)[C@H]1N([C@@H]2CC([C@H]1CC2)(F)F)C([C@H](CC2CCC2)NC(C(F)(F)F)=O)=O